[Cl-].C(=CCCCCCCCCCCCCCCC)C=1[N+](CCN1)(CCCCCCCCCCCCCCCCCC)CCO 2-heptadecenyl-1-(2-hydroxyethyl)-1-octadecyl-imidazolinium chloride